FC1=C(OCC2CNC2)C=CC(=C1)C(F)(F)F 3-[[2-fluoro-4-(trifluoromethyl)phenoxy]methyl]azetidine